(rac)-ethyl 6-chloro-7-(5-ethyl-1-methyl-3-(1-(rac)-(methylamino)-3-morpholinopropyl)-1H-pyrazol-4-yl)-3-(3-((6-fluoronaphthalen-1-yl)oxy)propyl)-1H-indole-2-carboxylate ClC1=CC=C2C(=C(NC2=C1C=1C(=NN(C1CC)C)[C@@H](CCN1CCOCC1)NC)C(=O)OCC)CCCOC1=CC=CC2=CC(=CC=C12)F |r|